FC(OC1=C(C(=O)OC(C)(C)C)C(=CC(=C1)C1=CN=C2N1C=CC(=C2)C2(CCC2)O)OC)F tert-butyl 2-(difluoromethoxy)-4-[7-(1-hydroxycyclobutyl) imidazo[1,2-a]pyridin-3-yl]-6-methoxy-benzoate